OC1=CC=C(CN2C(N(SC2=O)C2=CC=CC3=CC=CC=C23)=O)C=C1 4-(4-hydroxybenzyl)-2-(1-naphthyl)-1,2,4-thiadiazole-3,5-dione